NC=1C(=NC=CC1/C=C/C(=O)OC(C)(C)C)C(C)C tert-butyl (E)-3-(3-amino-2-isopropylpyridin-4-yl)acrylate